nickel-palladium-copper-silver [Ag].[Cu].[Pd].[Ni]